C(C)(=O)N(N(C(=O)C1=CC=2C3=C(C(=NC2C=C1)N)C=NN3C)CC=3SC=C(N3)C3=CC=CC=C3)C N'-acetyl-4-amino-N',1-dimethyl-N-((4-phenylthiazol-2-yl)methyl)-1H-pyrazolo[4,3-c]quinoline-8-carbohydrazide